C(C)(C)(C)OC(=O)C1=CC=NC2=CC=C(C=C12)N1N=CC=2CCCCC12 6-(4,5,6,7-tetrahydro-1H-indazol-1-yl)quinoline-4-carboxylic acid tert-butyl ester